FC1=CC=C(CNC2=CC=C(C(=N2)N2CCCC2)NC([C@@H](C)C2=CC=CC=C2)=O)C=C1 (S)-N-[6-(4-Fluoro-benzylamino)-2-pyrrolidin-1-yl-pyridin-3-yl]-2-phenyl-propionamide